ClC=1C=C(C=CC1F)NC(N(C=1C=NC(=CC1)OC)CC1=NNC(=C1OC)C(F)F)=O 3-(3-chloro-4-fluorophenyl)-1-((5-(difluoromethyl)-4-methoxy-1H-pyrazol-3-yl)methyl)-1-(6-methoxypyridin-3-yl)urea